9-(((trifluoromethyl)sulfonyl)oxy)-6,7-dihydro-5H-benzo[7]annulen-3-yl pivalate C(C(C)(C)C)(=O)OC1=CC2=C(C(=CCCC2)OS(=O)(=O)C(F)(F)F)C=C1